FC=1C(=C(C(=CC1F)C)O)CCCCC=C(C)C 3,4-Difluoro-6-methyl-2-(6-methylhept-5-en-1-yl)phenol